(2-((1S,3S,5S)-3-cyano-2-azabicyclo[3.1.0]hex-2-yl)-2-oxoethyl)-7-((trifluoromethoxy)methyl)quinoline-4-carboxamide C(#N)[C@H]1N([C@H]2C[C@H]2C1)C(CC1=NC2=CC(=CC=C2C(=C1)C(=O)N)COC(F)(F)F)=O